P(=O)(O)(O)O.NC(=N)N.NC(=N)N diguanidine monophosphate